[[[(2R,3S,4R,5R)-5-(2,4-dioxopyrimidin-1-yl)-3,4-dihydroxyoxolan-2-yl]methoxy-hydroxyphosphoryl]oxy-hydroxyphosphoryl] hydrogen phosphate P(=O)(OP(=O)(O)OP(=O)(O)OC[C@H]1O[C@H]([C@@H]([C@@H]1O)O)N1C(NC(C=C1)=O)=O)(O)[O-]